C1N(CC12CCNCC2)C2=NC=NC1=CC=C(C=C21)C#CC2=CC=CC=C2 4-(2,7-Diazaspiro[3.5]non-2-yl)-6-(phenylethynyl)quinazoline